(S)-4-(4-((1-(7-amino-2-(furan-2-yl)-[1,2,4]triazolo[1,5-a][1,3,5]triazin-5-yl)piperidin-3-yl)methyl)piperazin-1-yl)-3-fluorobenzonitrile NC1=NC(=NC=2N1N=C(N2)C=2OC=CC2)N2C[C@@H](CCC2)CN2CCN(CC2)C2=C(C=C(C#N)C=C2)F